9-propyl-2-(propylthio)-9H-purin-6-amine C(CC)N1C2=NC(=NC(=C2N=C1)N)SCCC